Ethyl 2-(2-chloro-6-fluoro-4-((5-oxo-4-(4-(trifluoromethoxy)phenyl)-4,5-dihydro-1H-1,2,4-triazol-1-yl)meth-yl)-phenoxy)-2-methylpropionate ClC1=C(OC(C(=O)OCC)(C)C)C(=CC(=C1)CN1N=CN(C1=O)C1=CC=C(C=C1)OC(F)(F)F)F